CC1(CCC1)NC(C)C1=CC(=C2CNC(C2=C1)=O)C(F)(F)F 6-(1-((1-methylcyclobutyl)amino)ethyl)-4-(trifluoromethyl)isoindolin-1-one